FC(OC1=CC=C(C=C1)C=1NC(=NN1)CN)(F)F 1-{5-[4-(trifluoromethoxy)phenyl]-4H-1,2,4-triazol-3-yl}methylamine